NC1=NC2=CC(=CC=C2C=C1)CN(C(=O)C=1C=NC=CC1C)C=1C(=NC=CC1)S(=O)(=O)C N-[(2-aminoquinolin-7-yl)methyl]-N-(2-methanesulfonylpyridin-3-yl)-4-methylpyridine-3-carboxamide